tetrapentyl-benzene C(CCCC)C1=C(C(=C(C=C1)CCCCC)CCCCC)CCCCC